C(C)(C)(C)OC(NCCC1=NN(C2=CC=C(C=C12)OC)COCC[Si](C)(C)C)=O (2-(5-methoxy-1-((2-(trimethylsilyl)ethoxy)methyl)-1H-indazol-3-yl)ethyl)carbamic acid tert-butyl ester